deoxy-5'-fluorouridine FC([C@@H]1[C@H](C[C@@H](O1)N1C(=O)NC(=O)C=C1)O)O